5-(benzyloxy)-3-(1,4-dioxaspiro[4.5]dec-7-en-8-yl)pyrazolo[1,5-a]pyridine C(C1=CC=CC=C1)OC1=CC=2N(C=C1)N=CC2C2=CCC1(OCCO1)CC2